bis(2-hydroxyethyl)-methyl-decylammonium bis(trifluoromethanesulfonyl)imide [N-](S(=O)(=O)C(F)(F)F)S(=O)(=O)C(F)(F)F.OCC[N+](CCCCCCCCCC)(C)CCO